tert-butyl ((5-(phenanthren-9-ylthio)thiazol-2-yl)methyl)carbamate C1=CC=CC=2C3=CC=CC=C3C(=CC12)SC1=CN=C(S1)CNC(OC(C)(C)C)=O